(R)-N-(1-cyanoethyl)-4-(5-methyl-2-((1-(1-methylpiperidin-4-yl)-1H-pyrazol-4-yl)amino)pyrimidin-4-yl)benzamide C(#N)[C@@H](C)NC(C1=CC=C(C=C1)C1=NC(=NC=C1C)NC=1C=NN(C1)C1CCN(CC1)C)=O